C(C(C)C)P(CCCO)(CCCO)=O isobutyl-bis-(hydroxypropyl)phosphine oxide